4-((8-methyl-2,3-dihydro-1H-pyrido[2,3-b][1,4]oxazin-7-yl)amino)-N-(4-((4-methylpiperazin-1-yl)methyl)-3-(trifluoromethyl)phenyl)-2-oxo-1,2-dihydropyridine-3-carboxamide CC1=C(C=NC=2OCCNC21)NC2=C(C(NC=C2)=O)C(=O)NC2=CC(=C(C=C2)CN2CCN(CC2)C)C(F)(F)F